tetracosanol silicate [Si](O)(O)(O)O.C(CCCCCCCCCCCCCCCCCCCCCCC)O